FC(C1=NN(C=C1B1OC(C(O1)(C)C)(C)C)C1=CC=C(C=N1)N)F 6-[3-(Difluoromethyl)-4-(4,4,5,5-tetramethyl-1,3,2-dioxaborolan-2-yl)pyrazol-1-yl]pyridin-3-amine